O=C1NC(CCC1N1C(C2=CC=C(C(=C2C1=O)F)CN1CCN(CC1)C1CCN(CC1)C1=CC=C(C(=O)NC2=CC(=C(C=C2)C)NC2=NC=CC(=N2)C=2C=NC=CC2)C=C1)=O)=O 4-(4-(4-((2-(2,6-dioxopiperidin-3-yl)-4-fluoro-1,3-dioxoisoindolin-5-yl)methyl)piperazin-1-yl)piperidin-1-yl)-N-(4-methyl-3-((4-(pyridin-3-yl)pyrimidin-2-yl)amino)phenyl)benzamide